N(=NCC(C)C)CC(C)C azobisisobutane